C(C1=CC=CC=C1)(=O)N1CCN(CC1)C(=O)C1=NC2=CC=CC=C2C=C1 (4-benzoylpiperazin-1-yl)(quinolin-2-yl)methanone